NC1=C(C2=C(N(N=C2C(F)(F)F)C2CCCC2)N1C1=C(C(=CC=C1C)O)C)C(=O)N (S)-5-amino-1-cyclopentyl-6-(3-hydroxy-2,6-dimethylphenyl)-3-(trifluoromethyl)-1,6-dihydropyrrolo[2,3-c]pyrazole-4-carboxamide